C(C)(=O)C=1C=C(C=CC1)N(C(=O)NC=1C=C2C(N(C(=NC2=CC1)CN1CCCCC1)CCOC)=O)O 1-(3-acetylphenyl)-1-hydroxy-3-(3-(2-methoxyethyl)-4-oxo-2-(piperidin-1-ylmethyl)-3,4-dihydroquinazolin-6-yl)urea